(1-Cyclopropylpyrrolidin-3-yl)carbamic acid tert-butyl ester C(C)(C)(C)OC(NC1CN(CC1)C1CC1)=O